C1(=CC=CC=C1)COCC(/C=C/C1=C(C(=NC=C1)C(=C)C)[N+](=O)[O-])(F)F (E)-4-(4-(phenylmethyloxy)-3,3-difluorobut-1-en-1-yl)-3-nitro-2-(prop-1-ene-2-Yl)pyridine